C(C)OS(=O)(=O)O.C(C)N1C(N(C=C1)C)C 1-ethyl-2,3-dimethyl-imidazole ethyl-sulfate